N-tert-butyl-2-(pyridazin-4-yl)-1,7-naphthyridin-4-amine C(C)(C)(C)NC1=CC(=NC2=CN=CC=C12)C1=CN=NC=C1